8-chloro-6-(1,1-difluoroethyl)-3-iodo-imidazo[1,2-a]pyridine ClC=1C=2N(C=C(C1)C(C)(F)F)C(=CN2)I